(Z)-4-hexenal C(CC\C=C/C)=O